6-chloro-4-iodo-1-((2r,3s)-3-methoxy-2-methylazetidin-1-yl)-2,7-naphthyridine ClC=1C=C2C(=CN=C(C2=CN1)N1[C@@H]([C@H](C1)OC)C)I